C(=O)O.C(#N)C=1C=C(C=CC1)C=1N=C(SC1C1=CC(=NC(=C1)C)C)NC(=O)N1CC(CC1)N1CCOCC1.C(#N)C=1C=C(C=CC1)C=1N=C(SC1C1=CC(=NC(=C1)C)C)NC(=O)N1CC(CC1)N1CCOCC1 N-[4-(3-Cyanophenyl)-5-(2,6-dimethyl-4-pyridyl)thiazol-2-yl]-3-morpholino-pyrrolidine-1-carboxamide hemiformate salt